8-[(2S,SR)-4-[(2,6-dichlorophenyl)methyl]-2,5-dimethylpiperazin-1-yl]-5-methyl-6-oxo-5,6-dihydro-1,5-naphthyridine-2-carbonitrile ClC1=C(C(=CC=C1)Cl)CN1C[C@@H](N(C[C@@H]1C)C1=CC(N(C=2C=CC(=NC12)C#N)C)=O)C |&1:14|